3-(2-hydroxyethyl)-4-(3-nitro-5-(trifluoromethyl)pyridine-2-yl)piperazine-1-carboxylic acid tert-butyl ester C(C)(C)(C)OC(=O)N1CC(N(CC1)C1=NC=C(C=C1[N+](=O)[O-])C(F)(F)F)CCO